manganese (III) propionate C(CC)(=O)[O-].[Mn+3].C(CC)(=O)[O-].C(CC)(=O)[O-]